1-[4-(4-bromo-2-pyridinyl)piperazin-1-yl]ethanone BrC1=CC(=NC=C1)N1CCN(CC1)C(C)=O